ClC=1C(=NC=CC1OC1=C(C=CC=C1)OC(F)(F)F)N1CCC(CC1)NC(=S)NC=1C=NC=CC1 1-(1-(3-Chloro-4-(2-(trifluoromethoxy)phenoxy)pyridin-2-yl)piperidin-4-yl)-3-(pyridin-3-yl)thiourea